7-methoxy-2-(5-methoxy-1-benzofuran-2-yl)-N-methylimidazo[1,2-a]pyridin-3-amine COC1=CC=2N(C=C1)C(=C(N2)C=2OC1=C(C2)C=C(C=C1)OC)NC